tert-butyl-2-(1-((tert-butylsulfinyl)amino)-2,2,2-trifluoroethyl)-7,8-dihydro-4H-pyrazolo[1,5-a][1,4]diazepine-5(6H)-carboxylate C(C)(C)(C)OC(=O)N1CC=2N(CCC1)N=C(C2)C(C(F)(F)F)NS(=O)C(C)(C)C